C(C)(C)(C)C1=CC=C(C=N1)C=1N=C2SC[C@@H](CN2C(C1C#N)=O)CO (3S)-8-(6-tert-butylpyridin-3-yl)-3-(hydroxymethyl)-6-oxo-2H,3H,4H,6H-pyrimido[2,1-b][1,3]thiazine-7-carbonitrile